5,5-dimethyl-3-((3-(3-(trifluoromethyl)phenyl)allyl)thio)-4,5-dihydroisoxazole CC1(CC(=NO1)SCC=CC1=CC(=CC=C1)C(F)(F)F)C